(2S,3'S)-1'-((2-bromophenyl)sulfonyl)-3'-hydroxy-5'-methyl-3-phenyl-5H-spiro[furan-2,2'-indoline]-5-one BrC1=C(C=CC=C1)S(=O)(=O)N1[C@]2([C@H](C3=CC(=CC=C13)C)O)OC(C=C2C2=CC=CC=C2)=O